N/C(/N1[C@H](C(NC2=C(C1)C=CC=C2)=O)[C@@H](C)CC)=N\C(OC)=O Methyl ((E)-amino((S)-3-((S)-sec-butyl)-2-oxo-1,2,3,5-tetrahydro-4H-benzo[e][1,4]diazepin-4-yl)methylene)carbamate